9-benzyloxy-4-[(4,4-dimethyloxetan-2-yl)methoxy]-1-methyl-6,7-dihydrobenzo[a]quinolizin-2-one C(C1=CC=CC=C1)OC1=CC2=C(C3=C(C(C=C(N3CC2)OCC2OC(C2)(C)C)=O)C)C=C1